C(C)(C)(C)OC(C(CC1=CC=C(C=C1)OCCOCCOCC)N1CCNCCNCCNCC1)=O tert-butyl-3-{4-[2-(2-ethoxyethoxy)ethoxy]phenyl}-2-(1,4,7,10-tetraazacyclododecan-1-yl)propanoate